(1s,3r,5R,7S)-1-heptyl-3-octyladamantane C(CCCCCC)C12CC3(C[C@H](C[C@@H](C1)C3)C2)CCCCCCCC